FC1=CC=C(OP2(SCCS2)=S)C=C1 2-(4-fluorophenoxy)-1,3,2-dithiaphospholane 2-sulfide